tert-butyl (4-methylpurine-2-yl)carbamate CC12N=C(N=CC2=NC=N1)NC(OC(C)(C)C)=O